ClC=1C=C(C(=C(C1)C1=NC=NN2C1=CC(=C2)CN2C(C1C(C1C2=O)(C)C)=O)OC(C)C2CCNCC2)C 3-((4-(5-chloro-3-methyl-2-(1-(piperidin-4-yl)ethoxy)phenyl)pyrrolo[2,1-f][1,2,4]triazin-6-yl)methyl)-6,6-dimethyl-3-azabicyclo[3.1.0]hexane-2,4-dione